(2S,4R)-4-hydroxy-1-[(2S)-2-[4-[3-(hydroxymethyl)phenyl]triazol-1-yl]-3,3-dimethyl-butanoyl]-N-methyl-pyrrolidine-2-carboxamide O[C@@H]1C[C@H](N(C1)C([C@H](C(C)(C)C)N1N=NC(=C1)C1=CC(=CC=C1)CO)=O)C(=O)NC